N-(4-(4-chloro-6-(4-methoxybenzyl)-5-oxo-5,6-dihydro-1,6-naphthyridin-2-yl)-3-fluorophenyl)cyclohexanecarboxamide ClC1=CC(=NC=2C=CN(C(C12)=O)CC1=CC=C(C=C1)OC)C1=C(C=C(C=C1)NC(=O)C1CCCCC1)F